N-(5-((2-(2,2-dimethylpyrrolidin-1-yl)ethyl)carbamoyl)-3-methylthiophen-2-yl)-2-(pyrimidin-5-yl)pyrazolo[5,1-b]thiazole-7-carboxamide CC1(N(CCC1)CCNC(=O)C1=CC(=C(S1)NC(=O)C=1C=NN2C1SC(=C2)C=2C=NC=NC2)C)C